(3-bromo-5-fluorophenyl)-N-cyclopropyl-7-fluoro-[1,2,4]triazolo[4,3-a]quinazolin-5-amine BrC=1C=C(C=C(C1)F)C1=NN=C2N1C1=CC=C(C=C1C(=N2)NC2CC2)F